o-methyl-inositol COC1[C@@H]([C@H](C([C@H]([C@H]1O)O)O)O)O